C(C)(=O)O.CCCCCCCC\C=C/CC Z-9-dodecene acetate